C(C)(C)(C)OC(=O)N1CC[N+](CC1)(CCCOC=1C=C2C(=CC=NC2=CC1)C(NCC(=O)N1[C@@H](CCC1)C(C(=O)NCC1=CN=CO1)=O)=O)C (S)-4-(tert-butoxycarbonyl)-1-methyl-1-(3-((4-((2-(2-(2-((oxazol-5-ylmethyl)amino)-2-oxoacetyl)pyrrolidin-1-yl)-2-oxoethyl)carbamoyl)quinolin-6-yl)oxy)propyl)piperazin-1-ium